neopentyl glycol dicaprate diisostearyl-malate C(CCCCCCCCCCCCCCC(C)C)C(C(C(=O)O)O)(C(=O)O)CCCCCCCCCCCCCCCC(C)C.OC(=O)CCCCCCCCC.OC(=O)CCCCCCCCC.OCC(C)(CO)C